NC1=CC=C(C(=O)OC=2C(=C(C(=C3C=CC=CC23)O)C)O)C=C1 3-methyl-1,2,4-naphthalenetriol 1-(4-aminobenzoate)